NC=1N(C2=C(C(=CC=C2C1SC1=CC=CC(=N1)C(=O)O)Cl)F)C=1C=NN(C1)CC 6-((2-amino-6-chloro-1-(1-ethyl-1H-pyrazol-4-yl)-7-fluoro-1H-indol-3-yl)thio)picolinic acid